ClC=1N=C(C=2C(N1)=NN(C2)C)OCC2=CC(=C(C=C2)C=2N(C=C(N2)C(F)(F)F)C2CC2)F 6-chloro-4-[[4-[1-cyclopropyl-4-(trifluoromethyl)imidazol-2-yl]-3-fluoro-phenyl]methoxy]-2-methyl-pyrazolo[3,4-d]pyrimidine